C(C)(C)(C)OC(=O)N1C(CCCC1)C1=NC=C(C=C1)C#N (5-cyanopyridin-2-yl)piperidine-1-carboxylic acid tert-butyl ester